2,2,4-trimethyl-4-phenyl-butanenitrile CC(C#N)(CC(C1=CC=CC=C1)C)C